Tert-butyl (S)-2-(3-(6-(butyloxy)naphthalen-2-yl)-1,2,4-oxadiazol-5-yl)pyrrolidine-1-carboxylate C(CCC)OC=1C=C2C=CC(=CC2=CC1)C1=NOC(=N1)[C@H]1N(CCC1)C(=O)OC(C)(C)C